N[C@@H]1CN(CC[C@H]1F)C1=NC2=C(N1CC1=NC=C(C(=O)N)C=C1)C=CC=C2 6-((2-((3R,4R)-3-Amino-4-fluoropiperidin-1-yl)-1H-benzo[d]imidazol-1-yl)methyl)nicotinamid